C1(CC1)=CC(=O)OCC ethyl 2-cyclopropylideneacetate